7-benzyl 5-(tert-butyl) 2-(4-bromophenyl)-3,4,5a,6,8,9-hexahydro-1,2a,5,7-tetraazabenzo[cd]azulene-5,7-dicarboxylate BrC1=CC=C(C=C1)C1=NC=2CCN(CC3C2N1CCN3C(=O)OC(C)(C)C)C(=O)OCC3=CC=CC=C3